(5-bromothieno[2,3-b]pyridin-2-yl)(3,3-difluorocyclobutyl)methanone BrC=1C=C2C(=NC1)SC(=C2)C(=O)C2CC(C2)(F)F